8,8-difluoro-5-oxodecahydro-1H-cyclopropa[d]pyrrolo[1,2-a]azocine-3-carboxylate FC1(C2CC3N(C(CCC21)=O)C(CC3)C(=O)[O-])F